C(C)(=O)[O-].C(C)(=O)[O-].C(CCC)[Sn+2]CCCC dibutyltin di-acetate